1-[3-formyl-6-[5-[(6-methylpyridazin-3-yl)amino]benzimidazol-1-yl]-2-pyridyl]-5-methyl-pyrazole-3-carbonitrile C(=O)C=1C(=NC(=CC1)N1C=NC2=C1C=CC(=C2)NC=2N=NC(=CC2)C)N2N=C(C=C2C)C#N